C(C1=CC=CC=C1)(C1=CC=CC=C1)N(C1(CC2=C(OC1)C(=CS2)C)C)C N-benzhydryl-N,3,6-trimethyl-5,7-dihydrothieno[3,2-b]pyran-6-amine